C(C1=CC=CC=C1)OC1=C2CC(N(CC2=CC=C1OC)C=1OC2=C(N1)C=CC(=C2)C#N)=O (S)-5-(benzyloxy)-2-(6-cyanobenzo[d]oxazol-2-yl)-6-methoxy-1,2,3,4-tetrahydroisoquinoline-3-one